(4aR,8aS)-6-(3-((3,5-Dichlorobenzyl)oxy)azetidine-1-carbonyl)hexahydro-2H-pyrido[4,3-b][1,4]oxazin-3(4H)-one ClC=1C=C(COC2CN(C2)C(=O)N2C[C@@H]3[C@@H](OCC(N3)=O)CC2)C=C(C1)Cl